7-Cyclobutoxy-N-(1-methyl-1H-pyrazol-3-yl)-2-(1-methyl-2-oxabicyclo[2.2.1]heptan-4-yl)imidazo[1,2-a]pyridine-6-carboxamide C1(CCC1)OC1=CC=2N(C=C1C(=O)NC1=NN(C=C1)C)C=C(N2)C21COC(CC2)(C1)C